C(C)OC(=O)C1=NNC(=C1)C(CCBr)C1=CC=CC=C1.OC1=CC(=C(C(=C1)C)CC1(CCC(C12CNC1=CC=CC=C21)=O)[2H])C 5-[(4-hydroxy-2,6-dimethyl-phenyl)methyl]Spiro[cyclopentane-1,3-indoline]-2-one-5-d ethyl-5-(3-bromo-1-phenyl-propyl)-1H-pyrazole-3-carboxylate